3-trifluoromethylbenzothioamide FC(C=1C=C(C(N)=S)C=CC1)(F)F